C1CCC2=C(C=3CCCC3C=C12)CC(=O)NS(=O)(=O)N(CCN(C(OCC1=CC=CC=C1)=O)C)C=1C=NN(C1)C Benzyl N-[2-({[2-(1,2,3,5,6,7-hexahydro-s-indacen-4-yl)acetamido]-sulfonyl}(1-methyl-1H-pyrazol-4-yl)amino)ethyl]-N-methylcarbamate